FC=1C=C(C(=CC1N1CCOCC1)N)N 4-fluoro-5-morpholinylbenzene-1,2-diamine